propylene glycol monon-propyl ether acetate C(C)(=O)OC(COCCC)C